C[C@@H]1COC[C@H](N1C[C@@H]1NC[C@H](N(C1)C(=O)OC(C)(C)C)C)C tert-butyl (2R,5S)-5-(((3R,5R)-3,5-dimethylmorpholino)methyl)-2-methylpiperazinecarboxylate